dipropynyl hexafluoroisopropyl phosphate P(=O)(OC#CC)(OC#CC)OC(C(F)(F)F)C(F)(F)F